C1(CCCCC1)COC=1C=C(C=CC1)S 3-(Cyclohexylmethoxy)benzenethiol